1,2-diamino-3-bromobenzene NC1=C(C(=CC=C1)Br)N